C(C)OC(NCC1=C(C=CC(=C1)F)COC1=C(C(N(C(=C1)C)C1=C(C=CC(=C1)C(=O)NCCO)C)=O)Br)=O 2-({[3-bromo-1-(5-{[(2-hydroxyethyl)amino]carbonyl}-2-methylphenyl)-6-methyl-2-oxo-1,2-dihydropyridin-4-yl]oxy}methyl)-5-fluorobenzyl-carbamic acid ethyl ester